pyridine-2,4-dicarbonitrile N1=C(C=C(C=C1)C#N)C#N